BrC=1C=CC2=C(N(C(N2)=O)CCCC(=O)O)C1 4-(6-bromo-2-oxo-2,3-dihydro-1H-benzo[d]imidazol-1-yl)butanoic acid